FC1=CC(=C(OCC(C(C)C)NC(OC(C)(C)C)=O)C=C1OC)C=O Tert-butyl (1-(4-fluoro-2-formyl-5-methoxyphenoxy)-3-methylbutan-2-yl)carbamate